4-(3,6-difluorocyclohexen-1-yl)but-3-en-2-one FC1C=C(C(CC1)F)C=CC(C)=O